C(C)(=O)C1=C(C2=C(N=C(N=C2)NC2=NC=3CCN(CC3C=C2)CC2CCC(CC2)CO)N(C1=O)C1CCCC1)C 6-acetyl-8-cyclopentyl-2-((6-(((1r,4r)-4-(hydroxymethyl)cyclohexyl)methyl)-5,6,7,8-tetrahydro-1,6-naphthyridin-2-yl)amino)-5-methylpyrido[2,3-d]pyrimidin-7(8H)-one